COCCOC1=CC=C(N)C=C1 4-(2-methoxyethoxy)aniline